BrC1=C(C=C2C(=NC(=NC2=C1F)OC[C@H]1N(C[C@@H](C1)OC)C)O[C@H]1CN(CC1)C(=O)OC(C)(C)C)C(F)(F)F tert-butyl (3R)-3-[7-bromo-8-fluoro-2-[[(2S,4R)-4-methoxy-1-methyl-pyrrolidin-2-yl]methoxy]-6-(trifluoromethyl) quinazolin-4-yl]oxypyrrolidine-1-carboxylate